Isoamyl alcohol Phenylethyl-acetate C1(=CC=CC=C1)CCCC(=O)OCCC(C)C